FC1=C2CC(C=3C=CC=C(C=C1)C32)=O 3-fluoroacenaphthylen-1(2H)-one